(2,6-di-t-butyl-4-methylphenoxy)(diisobutyl)aluminum C(C)(C)(C)C1=C(O[Al](CC(C)C)CC(C)C)C(=CC(=C1)C)C(C)(C)C